tert-butyl 2-(5-ethynylpyrimidin-2-yl)-1-oxo-2,7-diazaspiro[4.4]nonane-7-carboxylate C(#C)C=1C=NC(=NC1)N1C(C2(CC1)CN(CC2)C(=O)OC(C)(C)C)=O